Methyl 5-((4-(2-(tert-butyl)-4-(3-((2,6-difluorophenyl)sulfonamido)-2-fluorophenyl)thiazol-5-yl)pyrimidin-2-yl)amino)pentanoate C(C)(C)(C)C=1SC(=C(N1)C1=C(C(=CC=C1)NS(=O)(=O)C1=C(C=CC=C1F)F)F)C1=NC(=NC=C1)NCCCCC(=O)OC